C(C)S(=O)(=O)C=1C=CC(=NC1C1=NC2=C(C=NC(=C2)C(F)(F)F)N1C)N(NC)C 1-[5-Ethylsulfonyl-6-[3-methyl-6-(trifluoromethyl)imidazo[4,5-c]pyridin-2-yl]-2-pyridyl]-1,2-dimethylhydrazine